(5S)-1-{2,5-difluoro-4-[5-(trifluoromethyl)-1,2,4-oxadiazol-3-yl]phenyl}-5-[(2,2-dimethylpyrrolidin-1-yl)carbonyl]pyrrolidin-2-one FC1=C(C=C(C(=C1)C1=NOC(=N1)C(F)(F)F)F)N1C(CC[C@H]1C(=O)N1C(CCC1)(C)C)=O